[Li+].P(=O)([O-])([O-])OC[C@@H](CO)O.[Li+] sn-glycerol 3-phosphate lithium salt